C(C([2H])([2H])[2H])(N1CCN(CC1)C(=O)OC(C)(C)C)([2H])[2H] tert-Butyl 4-(ethyl-d5)piperazine-1-carboxylate